The molecule is a ferriheme consisting of a tetraporphyrin derivative coordinated to a central iron. It is a ferriheme and a heme a. It is a conjugate acid of a ferriheme a3(1-). CC1=C(C2=CC3=NC(=CC4=C(C(=C([N-]4)C=C5C(=C(C(=N5)C=C1[N-]2)C=C)C)[C@H](CCCC(C)CCCC(C)CCCC(C)C)O)C)C(=C3CCC(=O)O)C=O)CCC(=O)O.[Fe+3]